(4-(aminomethyl)piperidin-1-yl)(4-((3-(2,3-difluoro-4-methoxy-phenyl)imidazo[1,2-a]pyrazin-8-yl)amino)-2-methylphenyl)methanone NCC1CCN(CC1)C(=O)C1=C(C=C(C=C1)NC=1C=2N(C=CN1)C(=CN2)C2=C(C(=C(C=C2)OC)F)F)C